N1(CCOCC1)C1=CC=2C3=NN(C=4C=CC(OCCOCCCOC(=C1)C2)=CC34)C3OCCCC3 4-(morpholin-4-yl)-19-(oxan-2-yl)-7,11,14-trioxa-19,20-diazatetracyclo[13.5.2.12,6.018,21]tricosa-1(20),2(23),3,5,15(22),16,18(21)-heptaene